bromate Br(=O)(=O)[O-]